anti-threonine N[C@@H]([C@H](O)C)C(=O)O